methyl-N-(5-(5-(3,3-difluorocyclobutyl)-1,2,4-oxadiazol-3-yl)-2-methylphenyl)pyrazolo[1,5-a]pyridine-3-carboxamide CC1=NN2C(C=CC=C2)=C1C(=O)NC1=C(C=CC(=C1)C1=NOC(=N1)C1CC(C1)(F)F)C